2-ethyl-9,10-dipentyloxylanthracene C(C)C1=CC2=C(C3=CC=CC=C3C(=C2C=C1)OCCCCC)OCCCCC